3-[[(6-chloro-3-isopropyl-[1,2,4]triazolo[4,3-b]pyridazin-8-yl)amino]methyl]phenol ClC=1C=C(C=2N(N1)C(=NN2)C(C)C)NCC=2C=C(C=CC2)O